(R)-1-(6-cyclopropyl-2-(1-((3,6-dichloro-1,2,4-triazin-5-yl)amino)ethyl)imidazo[1,2-a]pyridin-8-yl)-3-methylimidazolidine-2,4-dione C1(CC1)C=1C=C(C=2N(C1)C=C(N2)[C@@H](C)NC=2N=C(N=NC2Cl)Cl)N2C(N(C(C2)=O)C)=O